(4-(9-ethyl-5-fluoro-9-hydroxy-10,13-dioxo-2,3,9,10,13,15-hexahydro-1H,12H-benzo[de]pyrano[3',4':6,7]indolizino[1,2-b]quinolin-4-yl)butyl)carbamic acid tert-butyl ester C(C)(C)(C)OC(NCCCCC1=C2C=3C(=C4C(=NC3C=C1F)C1=CC3=C(C(N1C4)=O)COC(C3(O)CC)=O)CCC2)=O